OC1OCCCC1 2-HYDROXYTETRAHYDROPYRAN